1-[[2-(difluoro-methoxy)pyridin-4-yl]methyl]-3-(3-methylphenyl)urea FC(OC1=NC=CC(=C1)CNC(=O)NC1=CC(=CC=C1)C)F